C(C#CC)CONC(C1=NC=C(C=C1C(F)F)NC(=O)NC=1C=NC=2N(C1[C@H](C)OC)N=C(C2)Cl)=O (S)-N-(2-butynyl-methoxy)-5-(3-(2-chloro-7-(1-methoxyethyl)pyrazolo[1,5-a]pyrimidin-6-yl)ureido)-3-(difluoromethyl)picolinamide